ethyl cyclopentanate C1(CCCC1)C(=O)OCC